methyl-2-(piperidin-4-yl)acetamide CC(C(=O)N)C1CCNCC1